OC1=CC=C(C=C1)C(C)(C)C1=CC=C(C=C1)C(C)(C)C1=CC=C(C=C1)O 1,4-bis[2-(4-hydroxylphenyl)-2-propyl]benzene